rac-tert-Butyl {2-[oxan-3-yl]-2-oxoethyl}carbamate O1C[C@@H](CCC1)C(CNC(OC(C)(C)C)=O)=O |r|